tert-butyl 4-(4-bromo-1H-indazol-3-yl)azepane-1-carboxylate BrC1=C2C(=NNC2=CC=C1)C1CCN(CCC1)C(=O)OC(C)(C)C